(R)-N-(3-(1-((2-Amino-5-chloropyridin-3-yl)oxy)ethyl)phenyl)-3-cyclopropylbenzamid NC1=NC=C(C=C1O[C@H](C)C=1C=C(C=CC1)NC(C1=CC(=CC=C1)C1CC1)=O)Cl